decanedioamide C(CCCCCCCCC(=O)N)(=O)N